C(#N)[C@@H](C)NC1=CC(=NC=C1C=1SC(=NN1)N1CC2N(C(C1)C2)C(C(C)(C)O)=O)C2=CC=C1N2N=CC(=C1)C#N 7-(4-(((R)-1-cyanoethyl)amino)-5-(5-(6-(2-hydroxy-2-methylpropanoyl)-3,6-diazabicyclo[3.1.1]hept-3-yl)-1,3,4-thiadiazol-2-yl)pyridin-2-yl)pyrrolo[1,2-b]pyridazine-3-carbonitrile